tert-Butyl (3R)-3-[[2-[2-methoxy-6-methyl-4-(trifluoromethyl)phenyl]-1-methyl-imidazo[4,5-b]pyrazin-5-yl]amino]pyrrolidine-1-carboxylate COC1=C(C(=CC(=C1)C(F)(F)F)C)C1=NC=2C(=NC=C(N2)N[C@H]2CN(CC2)C(=O)OC(C)(C)C)N1C